N-(2-(2-Ethyl-10-(2-((4-fluoro-2-methylphenyl)amino)-2-oxoethyl)-4-oxo-4,10-dihydrobenzo[4,5]imidazo[1,2-a]pyrimidin-3-yl)phenyl)acrylamide C(C)C=1N=C2N(C(C1C1=C(C=CC=C1)NC(C=C)=O)=O)C1=C(N2CC(=O)NC2=C(C=C(C=C2)F)C)C=CC=C1